Cl.Cl.FC=1C=NC=CC1N1CC(NC(C1)C)C 1-(3-Fluoropyridin-4-yl)-3,5-dimethylpiperazine dihydrochloride